(tert-Butyl)-N-(2-chloro-4-(2-(1-methyl-4-nitro-1H-pyrazol-3-yl)-3H-imidazo[4,5-b]pyridin-7-yl)benzyl)-1,2,4-oxadiazole-5-carboxamide C(C)(C)(C)C1=NOC(=N1)C(=O)NCC1=C(C=C(C=C1)C1=C2C(=NC=C1)NC(=N2)C2=NN(C=C2[N+](=O)[O-])C)Cl